C1(=CC=CC=C1)[NH-] PHENYLAMIDE